2-(hydroxymethyl)chroman OCC1OC2=CC=CC=C2CC1